ClC1=C(C2=C(C(N3[C@@H](CO2)CN(CC3)C(=O)OC(C)(C)C)=O)C(=N1)OC)Cl tert-Butyl (R)-3,4-dichloro-1-methoxy-12-oxo-6a,7,9,10-tetrahydro-12H-pyrazino[2,1-c]pyrido[3,4-f][1,4]oxazepine-8(6H)-carboxylate